N1=CC(=C2N1C=CC=C2)CC=O 2-{pyrazolo[1,5-a]pyridin-3-yl}ethan-1-one